ClC1=CC2=C(C3=CC=CC=C3C(=C2C=C1)OCCCC)OCCCC 2-chloro-9,10-dibutoxyanthracene